3-(pentadecan-8,11,14-trienyl)phenol C(CCCCCCC=CCC=CCC=C)C=1C=C(C=CC1)O